C(N)(=O)C=1C=C(C=NC1)NC(OCC1OC2=C(C3=C(N=C(S3)C3=C4N=CC(=NC4=CC(=C3)C)OC)C(=C2)C)OC1)=O (2-(2-methoxy-7-methylquinoxalin-5-yl)-4-methyl-7,8-dihydro-[1,4]dioxino[2',3':3,4]benzo[1,2-d]thiazol-7-yl)methyl (5-carbamoylpyridin-3-yl)carbamate